tert-butyl (4-(7-chloro-4-(morpholinomethyl)quinolin-2-yl)benzyl)carbamate ClC1=CC=C2C(=CC(=NC2=C1)C1=CC=C(CNC(OC(C)(C)C)=O)C=C1)CN1CCOCC1